3,6,9,12,15,18-hexaoxaicosane-1,20-diol C(COCCOCCOCCOCCOCCOCCO)O